(S)-tert-butyl (1-(4-ethynyl-2-hydroxyphenyl)ethyl)carbamate C(#C)C1=CC(=C(C=C1)[C@H](C)NC(OC(C)(C)C)=O)O